N7-butyl-1-((3-methoxy-5-(piperidin-4-yl)pyridin-2-yl)methyl)-1H-pyrazolo[4,3-d]pyrimidine-5,7-diamine C(CCC)NC=1C2=C(N=C(N1)N)C=NN2CC2=NC=C(C=C2OC)C2CCNCC2